C(\C=C/C(=O)O)(=O)O.C(\C=C/C(=O)O)(=O)O.NC1=C2C(=NC=N1)N(N=C2C2=CC=C(C=C2)OC2=CC=CC=C2)C2CCN(CC2)C2CN(C2)C2CN(C2)C=2C=C1C(N(C(C1=CC2)=O)C2C(NC(CC2)=O)=O)=O 5-[3-[3-[4-[4-amino-3-(4-phenoxyphenyl)pyrazolo[3,4-d]pyrimidin-1-yl]-1-piperidyl]azetidin-1-yl]azetidin-1-yl]-2-(2,6-dioxo-3-piperidyl)isoindoline-1,3-dione dimaleate